4-{[(2-aminopyridin-4-yl)methyl]amino}-5-(cyclopropylmethyl)-1-methyl-2-oxo-N-phenyl-1,2,5,6-tetrahydropyridine-3-carbothioamide NC1=NC=CC(=C1)CNC1=C(C(N(CC1CC1CC1)C)=O)C(NC1=CC=CC=C1)=S